NCC1(CC1)C(=O)NC=1C=NN(C1)CC(=O)N(CCOC1=CC=C(C=C1)C)C 1-(aminomethyl)-N-(1-(2-(methyl-(2-(p-tolyloxy)ethyl)amino)-2-oxoethyl)-1H-pyrazol-4-yl)cyclopropane-1-carboxamide